ClC1=C(C(=CC=C1)F)CC1=NOC(N1CC1CCC2(OCCO2)CC1)=O 3-[(2-chloro-6-fluorophenyl)methyl]-4-{1,4-dioxaspiro[4.5]decan-8-ylmethyl}-4,5-dihydro-1,2,4-oxadiazol-5-one